4-[[2-(2,3-dihydro-1,4-benzoxazin-4-yl)acetyl]amino]-N-(1,1-dimethylprop-2-ynyl)pyridine-2-carboxamide O1CCN(C2=C1C=CC=C2)CC(=O)NC2=CC(=NC=C2)C(=O)NC(C#C)(C)C